phenazine disodium salt [Na].[Na].C1=CC=CC2=NC3=CC=CC=C3N=C12